CC(C)(OCCN(CCC(C(=O)O)NC(CCC(C)(C)C)=O)CCCCC1=NC=2NCCCC2C=C1)C 4-[2-(1,1-dimethylethoxy)ethyl-[4-(5,6,7,8-tetrahydro-1,8-naphthyridin-2-yl)butyl]amino]-2-[4,4-di(methyl)pentanoylamino]butanoic acid